C(C1=CC=CC=C1)OC(=O)C=1N(C=CC1)S(NC(=O)OCC1=CC=CC=C1)(=O)=O 1-(benzyloxycarbonyl-sulfamoyl)pyrrole-2-carboxylic acid benzyl ester